(8-oxo-5-phenyl-7,8-dihydro-2,7-naphthyridin-3-yl)cyclopropanecarboxamide O=C1NC=C(C=2C=C(N=CC12)C1(CC1)C(=O)N)C1=CC=CC=C1